(R)-2-hydroxymethylazetidine OC[C@@H]1NCC1